6-fluoro-1,3-benzoxazine FC=1C=CC2=C(C=NCO2)C1